(2E)-N-(3,3-difluorocyclobutyl)-2-[(dimethylamino)methylene]-3-oxobutanamide FC1(CC(C1)NC(/C(/C(C)=O)=C/N(C)C)=O)F